BrC1=CC(=C2C(=N1)C=NN2C(C)C)NC2CCOCC2 5-bromo-1-isopropyl-N-(tetrahydro-2H-pyran-4-yl)-1H-pyrazolo[4,3-b]pyridin-7-amine